tert-butyl-[3-[[2-(2-methoxyphenyl)pyrimidin-4-yl]methoxy]propoxy]-dimethyl-silane C(C)(C)(C)[Si](C)(C)OCCCOCC1=NC(=NC=C1)C1=C(C=CC=C1)OC